ethyl 4-fluoro-3-oxobutanoate FCC(CC(=O)OCC)=O